C(CCCCCCCCC=C)(=O)[O-] 10-undecenoate